S1C(=CC=C1)C1C(N=CN1)C=1SC=CC1 dithienyl-imidazoline